(E)-6-(2-(5-methylpyridin-2-yl)vinyl)quinoline-4-carboxylic acid CC=1C=CC(=NC1)/C=C/C=1C=C2C(=CC=NC2=CC1)C(=O)O